C(CCC)C1=NC=2C(=C3C(=NC2N)C=CS3)N1CC=1SC=C(N1)CN(CC)CC 2-butyl-1-((4-((diethylamino)methyl)thiazol-2-yl)methyl)-1H-imidazo[4,5-d]thieno[3,2-b]pyridin-4-amine